2,4,5-trifluorobenzoyl-acetic acid FC1=C(C(=O)CC(=O)O)C=C(C(=C1)F)F